CC(C(=O)N1CC2=CC(=CC(=C2CC1)[C@H]1NCCC1)C=1C=C2C(=NC1)NC=C2C)(C)C (S)-2,2-dimethyl-1-(7-(3-methyl-1H-pyrrolo[2,3-b]pyridin-5-yl)-5-(pyrrolidin-2-yl)-3,4-dihydroisoquinolin-2(1H)-yl)propan-1-one